3-fluoro-5,6-dihydronaphthalene-1-carbonitrile FC=1C=C(C=2C=CCCC2C1)C#N